CNC=1C=NC=C(C1)C#CC1=C(C=CC=C1)NS(=O)(=O)C=1C(=CC=C2C=CC=NC12)C 3-(Methylamino)-5-{2-[2-(7-methylchinolin-8-sulfonamido)phenyl]-ethynyl}pyridin